2-Methylacrylate CC(C(=O)[O-])=C